ClC1=NC=C(C(=O)NCC2=NC=CC=C2)C(=C1)N[C@H](CF)C (S)-6-chloro-4-((1-fluoropropane-2-yl)amino)-N-(pyridin-2-ylmethyl)nicotinamide